C[C@@H]1CN(CCC1)CC=1C=2N(N=C(C1)C(=O)NC1=CC(=CC=C1)C1(CC(C1)C)C1=NN=CN1C)C=CC2 4-{[(3S)-3-methylpiperidin-1-yl]methyl}-N-{3-[(1r,3s)-3-methyl-1-(4-methyl-1,2,4-triazol-3-yl)cyclobutyl]phenyl}pyrrolo[1,2-b]pyridazine-2-carboxamide